C(#N)C1=C(SC2=C1C(=NC=C2F)C=2C1=C(C=3C=NC(=NC3C2F)OCC2(C(C2)(F)F)CN2CCOCC2)COC1)NC(OC(C)(C)C)=O tert-Butyl (3-cyano-4-(3-((2,2-difluoro-1-(morpholinomethyl)cyclopropyl)methoxy)-5-fluoro-7,9-dihydrofuro[3,4-f]quinazolin-6-yl)-7-fluorothieno[3,2-c]pyridin-2-yl)carbamate